ClC1=NC=CC(=C1Cl)C=1N(N=C2NC(N(C(C21)=O)C)=O)CC2=CC=C(C=C2)OC 3-(2,3-Dichloropyridin-4-yl)-2-(4-methoxybenzyl)-5-methyl-2,7-dihydro-4H-pyrazolo[3,4-d]pyrimidin-4,6(5H)-dione